ClC=1C(=CC(=C(C1)C(CC(=O)OCC)=O)F)N1[C@H](CCC1)COC1=NC=CC=C1Cl ethyl (R)-3-(5-chloro-4-(2-(((3-chloropyridin-2-yl) oxy) methyl) pyrrolidin-1-yl)-2-fluorophenyl)-3-oxopropanoate